3-[(1-acetylpiperidin-4-yl)oxy]-5-(5-methyl-1,3-thiazol-2-yl)benzoic acid C(C)(=O)N1CCC(CC1)OC=1C=C(C(=O)O)C=C(C1)C=1SC(=CN1)C